2-(5-(3-(6-Methylpyridin-3-yl)phenyl)-1,2,4-oxadiazol-3-yl)pyrrolidine-1-carbonitrile CC1=CC=C(C=N1)C=1C=C(C=CC1)C1=NC(=NO1)C1N(CCC1)C#N